N-[(1S)-1-isobutyl-2-hydroxyethyl]-2-nitrobenzamide C(C(C)C)[C@@H](CO)NC(C1=C(C=CC=C1)[N+](=O)[O-])=O